C1(CC1)C#CCC(C(=O)NC=1C=NC2=C(C=CC=C2C1)F)(CC(F)(F)F)C 5-cyclopropyl-N-(8-fluoro-3-quinolyl)-2-methyl-2-(2,2,2-trifluoroethyl)pent-4-ynamide